C(CCSSCCC(=O)OC1=CC=CC=C1)(=O)OC1=CC=CC=C1 diphenyl 3,3'-dithiodipropionate